N-(5-((6-((R)-3-(4-chloro-3-fluorophenyl)isoxazolidine-2-yl)pyrimidine-4-yl)amino)-4-methoxy-2-(4-(oxetane-3-yl)piperazine-1-yl)phenyl)acrylamide ClC1=C(C=C(C=C1)[C@@H]1N(OCC1)C1=CC(=NC=N1)NC=1C(=CC(=C(C1)NC(C=C)=O)N1CCN(CC1)C1COC1)OC)F